(S)-quinuclidin-3-yl (7-(4-(isoxazol-3-yl)phenyl)-3,3-dimethylchroman-4-yl)carbamate O1N=C(C=C1)C1=CC=C(C=C1)C1=CC=C2C(C(COC2=C1)(C)C)NC(O[C@@H]1CN2CCC1CC2)=O